OCC(C1CCNCC1)NC(OCC1=CC=CC=C1)=O benzyl (2-hydroxy-1-(piperidin-4-yl)ethyl)carbamate